O=C1NC2=C(N1)C=CC(=C2)C(=O)NC2CCNCC2 2-oxo-N-(4-piperidinyl)-1,3-dihydrobenzimidazole-5-carboxamide